C1(=CC=C(C=C1)N(C1=CC=C(C=C1)C=1C=CC=2N(C3=CC=CC=C3C2C1)C1=CC=CC=C1)C1=CC=2C(C3=CC=CC=C3C2C=C1)(C1=CC=CC=C1)C1=CC=CC=C1)C1=CC=CC=C1 biphenyl-4-yl-(9,9-diphenyl-9H-fluoren-2-yl)-[4-(9-phenyl-9H-carbazol-3-yl)phenyl]-amine